C(#N)C1=CC=C(C=C1)NC(NC=1C=C(C=CC1)C1=CC=CC(=N1)N1CCC(CC1)CC(=O)O)=O 2-(1-(6-(3-(3-(4-cyanophenyl)ureido)phenyl)pyridin-2-yl)piperidin-4-yl)acetic acid